ClC1=CC(=NC(=C1)Cl)C#N 4,6-dichloropicolinonitrile